C(=O)C1CCC(CC1)N1N=C2C=C(C(=CC2=C1)NC(=O)C1=NC(=CC=C1)C(F)(F)F)OC[C@@H]1N(C(CC1)=O)COCC[Si](C)(C)C N-[2-(4-formylcyclohexyl)-6-[[(2R)-5-oxo-1-(2-trimethylsilylethoxymethyl)pyrrolidin-2-yl]methoxy]indazol-5-yl]-6-(trifluoromethyl)pyridine-2-carboxamide